Benzyl (3S,3aS,6aR)-2-[(2S,3R)-2-amino-3-methyl-pentanoyl]-3,3a,4,5,6,6a-hexahydro-1H-cyclopenta[c]pyrrole-3-carboxylate N[C@H](C(=O)N1C[C@H]2[C@@H]([C@H]1C(=O)OCC1=CC=CC=C1)CCC2)[C@@H](CC)C